tert-butyl (1RS,3RS)-3,5'-dibromo-4'-chlorospiro[cyclopentane-1,3'-pyrrolo[2,3-b]pyridine]-1'(2'H)-carboxylate Br[C@H]1C[C@]2(CN(C3=NC=C(C(=C32)Cl)Br)C(=O)OC(C)(C)C)CC1 |r|